3,3,5-trimethylcyclohexyl 2-(methacryloxy)benzoate C(C(=C)C)(=O)OC1=C(C(=O)OC2CC(CC(C2)C)(C)C)C=CC=C1